FC(C(=O)O)(F)F.NC=1C2=C(N=CN1)C(=CC(=N2)C=2C=C(C=CC2)C#C[C@]2(C(N(CC2)C)=O)O)C (R)-3-((3-(4-amino-8-methylpyrido[3,2-d]pyrimidin-6-yl)phenyl)ethynyl)-3-hydroxy-1-methylpyrrolidin-2-one trifluoroacetate